[Br-].ClC1=CC=2C(=NCC3=NC(=CN3C2C=C1)C[N+](C)(C)C)C1=C(C=CC=C1)F {[12-chloro-9-(2-fluorophenyl)-2,5,8-triazatricyclo[8.4.0.02,6]tetradeca-1(10),3,5,8,11,13-hexaen-4-yl]methyl}trimethylazanium bromide